hydroxyethylidenediphosphonic acid, sodium salt [Na+].OCC(P([O-])([O-])=O)P([O-])([O-])=O.[Na+].[Na+].[Na+]